ethyl-5-(2-(trifluoromethyl)quinolin-8-yl)pyridin-2-amine C(C)C=1C(=NC=C(C1)C=1C=CC=C2C=CC(=NC12)C(F)(F)F)N